6-chloro-3-methylpicolinaldehyde ClC1=CC=C(C(=N1)C=O)C